CC1=C(C(=O)O)C(=CC=C1OC)OC 2-methyl-3,6-dimethoxy-benzoic acid